NCCCNC1=NC=2CCCCC2C(N1)=O 2-(3-aminopropylamino)-5,6,7,8-tetrahydro-3H-quinazolin-4-one